C1(CC1)NC(C1=C(C=CC=C1)SC1=CC=C2C(=NN(C2=C1)C1OCCCC1)\C=C\C1=NC(=CC=C1)CCCN1CCCC1)=O N-cyclopropyl-2-[3-[(trans)-2-[6-(3-pyrrolidin-1-ylpropyl)-2-pyridinyl]vinyl]-1-tetrahydropyran-2-yl-indazol-6-yl]sulfanylbenzamide